(R)-N-(4-methyl-3-((1-(naphthalen-1-yl)ethyl)carbamoyl)phenyl)nicotinamide CC1=C(C=C(C=C1)NC(C1=CN=CC=C1)=O)C(N[C@H](C)C1=CC=CC2=CC=CC=C12)=O